3-(1,1-difluoroethyl)-1-((1-(difluoromethyl)-3,3-difluorocyclobutyl)methyl)-4-methyl-1H-pyrazole-5-carboxamide FC(C)(F)C1=NN(C(=C1C)C(=O)N)CC1(CC(C1)(F)F)C(F)F